tert-butyl N-[(3R)-5-[(4-chlorophenyl)methyl]-8-fluoro-1,1,4-trioxo-7-(2-oxo-3H-1,3,4-oxadiazol-5-yl)-2,3-dihydro-1λ6,5-benzothiazepin-3-yl]carbamate ClC1=CC=C(C=C1)CN1C([C@H](CS(C2=C1C=C(C(=C2)F)C2=NNC(O2)=O)(=O)=O)NC(OC(C)(C)C)=O)=O